2-(4-bromo-1,5-diphenylpyrazol-3-yl)oxypropionic acid BrC=1C(=NN(C1C1=CC=CC=C1)C1=CC=CC=C1)OC(C(=O)O)C